[C@H]12OC[C@H](N(C1)C1=C(C=C3C(=N1)NN=C3)C#N)C2 6-((1R,4R)-2-oxa-5-azabicyclo[2.2.1]heptan-5-yl)-1H-pyrazolo[3,4-b]pyridine-5-carbonitrile